C(N)(=O)C=1C=C(C(=C(OCCCCN(C(OC(C)(C)C)=O)C)C1)[N+](=O)[O-])C=1C=NC(=NC1)C1=CC(=NN1CC)C tert-butyl (4-(5-carbamoyl-3-(2-(1-ethyl-3-methyl-1H-pyrazol-5-yl)pyrimidin-5-yl)-2-nitrophenoxy)butyl)(methyl)carbamate